prop-2-ynyl (R)-2-[4-(5-chloro-3-fluoro-2-pyridyloxy)phenoxy]propionate ClC=1C=C(C(=NC1)OC1=CC=C(O[C@@H](C(=O)OCC#C)C)C=C1)F